COC(=O)/C=C/C(=O)OCC(=O)NC(C(=O)O)CC {2-[(2E)-3-(methoxycarbonyl)prop-2-enoyloxy]acetylamino}butanoic acid